MOLYBDENUM-ALUMINIUM-TITANIUM [Ti].[Al].[Mo]